N-methyl-N-((1s,3s)-3-methyl-3-((6-(1-methyl-1H-pyrazol-4-yl)pyrazolo[1,5-a]pyrazin-4-yl)oxy)cyclobutyl)acrylamide citrate salt C(CC(O)(C(=O)O)CC(=O)O)(=O)O.CN(C(C=C)=O)C1CC(C1)(OC=1C=2N(C=C(N1)C=1C=NN(C1)C)N=CC2)C